COC(=O)C1CN(C2=CC=C(C=C12)F)C(=O)OC(C)(C)C 5-fluoroindoline-1,3-dicarboxylic acid 1-(tert-butyl) ester 3-methyl ester